FC(S(=O)(=O)[O-])(F)F.C(#N)C=1[N+](=CN(C1)C1=CC(=CC(=C1)C)C)C 4-cyano-1-(3,5-dimethylphenyl)-3-methyl-1H-imidazole-3-ium trifluoromethanesulfonate